N=1C=NN2C1C=C(C=C2)C2=CNC=1N=C(N=C(C12)OC)NC1CCC(CC1)C(=O)N(C)C 4-((5-([1,2,4]triazolo[1,5-a]pyridin-7-yl)-4-methoxy-7H-pyrrolo[2,3-d]pyrimidin-2-yl)amino)-N,N-dimethylcyclohexane-1-carboxamide